ClC1=CC=2N=CN(C(C2N=C1)=O)[C@@H](C(=O)O)C (R)-2-(7-chloro-4-oxopyrido[3,2-d]pyrimidin-3(4H)-yl)propanoic acid